yttrium aluminum sulfide [S-2].[Al+3].[Y+3].[S-2].[S-2]